trans-2-[[4-(4-Chlorophenyl)-5-(4-pyridin-2-yloxycyclohexyl)-1,2,4-triazol-3-yl]oxy]-N,N-dimethylethanamine ClC1=CC=C(C=C1)N1C(=NN=C1[C@@H]1CC[C@H](CC1)OC1=NC=CC=C1)OCCN(C)C